6-bromo-7-ethoxyquinazolin-4(3H)-one BrC=1C=C2C(NC=NC2=CC1OCC)=O